difluorotetrachloroethane C(C(F)(Cl)Cl)(F)(Cl)Cl